NC=1C2=C(N=CN1)N(C=C2C=2C(=C(C=CC2)NC(OC(C)(C)C)=O)F)C tert-butyl (3-(4-amino-7-methyl-7H-pyrrolo[2,3-d]pyrimidin-5-yl)-2-fluorophenyl)carbamate